7-{(1S)-1-[1-(2,5-difluorophenyl)-1H-1,2,3-triazol-4-yl]propyl}-5-(5-fluoro-2-methoxypyridin-3-yl)-7H-pyrrolo[2,3-d]pyrimidin-4-amine FC1=C(C=C(C=C1)F)N1N=NC(=C1)[C@H](CC)N1C=C(C2=C1N=CN=C2N)C=2C(=NC=C(C2)F)OC